(S)-1-(4-((5-(5-amino-5,7-dihydrospiro[cyclopenta[b]pyridin-6,4'-piperidin]-1'-yl)imidazo[1,2-c]pyrimidin-8-yl)thio)-3-chloropyridin-2-yl)-3-methylazetidin-3-ol N[C@@H]1C=2C(=NC=CC2)CC12CCN(CC2)C2=NC=C(C=1N2C=CN1)SC1=C(C(=NC=C1)N1CC(C1)(O)C)Cl